1-(6-(trifluoromethyl)-2,3-dihydro-4H-pyrido[3,2-b][1,4]oxazin-4-yl)ethan-1-one FC(C=1C=CC=2OCCN(C2N1)C(C)=O)(F)F